Methyl (1R,4R)-4-(1-(((R)-1-(4-(2-chloro-6-formylphenyl)thiophen-2-yl)ethyl)amino)-4-methylpyrido[3,4-d]pyridazin-7-yl)cyclohexane-1-carboxylate ClC1=C(C(=CC=C1)C=O)C=1C=C(SC1)[C@@H](C)NC1=C2C(=C(N=N1)C)C=NC(=C2)C2CCC(CC2)C(=O)OC